CSC1CC=C(CC1)C=1C=C(C2=CNC=C2C1)N1CCCC2=CC=CC=C12 1-(6-(4-(methylthio)cyclohex-1-en-1-yl)isoindol-4-yl)-1,2,3,4-tetrahydroquinoline